[NH4+].C(CC)[NH-] propylamide ammonium